C1(CCC1)S(=O)(=O)N1CCC(CC1)C1CN(C1)[C@@H]1[C@H](CCCC1)OC=1C=C2CN(C(C2=CC1)=O)C1C(NC(CC1)=O)=O 3-(5-(((1S,2S)-2-(3-(1-(cyclobutylsulfonyl)piperidin-4-yl)azetidin-1-yl)cyclohexyl)oxy)-1-oxoisoindolin-2-yl)piperidine-2,6-dione